[O-2].[Nb+5].[Zn+2] zinc-niobium oxide